4-Cyclopropyl-N-((1S)-(4,4-difluorocyclohexyl)(7-((1-(((4-nitrophenyl)sulfonyl)carbamoyl)cyclohex-3-en-1-yl)methyl)imidazo[1,2-b]pyridazin-2-yl)methyl)-1,2,5-oxadiazole-3-carboxamide C1(CC1)C=1C(=NON1)C(=O)N[C@H](C=1N=C2N(N=CC(=C2)CC2(CC=CCC2)C(NS(=O)(=O)C2=CC=C(C=C2)[N+](=O)[O-])=O)C1)C1CCC(CC1)(F)F